8-(4-fluorophenyl)-7-(pyridin-4-yl)-3,4-dihydropyrrolo[1,2-a]pyrazin-1(2H)-one FC1=CC=C(C=C1)C=1C(=CN2C1C(NCC2)=O)C2=CC=NC=C2